(±)-3-methyl-5-(1-methyl-1H-pyrazol-4-yl)-1-((3-methyloxet-3-yl)methyl)-1,2,3,6-tetrahydropyridine C[C@H]1CN(CC(=C1)C=1C=NN(C1)C)CC1(COC1)C |r|